ClC=1C=CC(=C(C1)C1=CC(N(C=C1OC)C(CC)C=1N=NN(C1)C=1C=C(C(=O)O)C=CC1)=O)N1N=NC(=C1)Cl 3-(4-(1-(4-(5-Chloro-2-(4-chloro-1H-1,2,3-triazol-1-yl)phenyl)-5-methoxy-2-oxopyridin-1(2H)-yl)propyl)-1H-1,2,3-triazol-1-yl)benzoic acid